(3-ethoxyphenyl)-1,3,4-thiadiazol-2-amine C(C)OC=1C=C(C=CC1)C1=NN=C(S1)N